3-acetyl-7-((ethoxycarbonyl)amino)-1H-indole-5-carboxylic acid methyl ester COC(=O)C=1C=C2C(=CNC2=C(C1)NC(=O)OCC)C(C)=O